1-methyl-3-(trifluoromethyl-1H-pyrazol-4-yl)-7-oxabicyclo[2.2.1]heptane-2-carboxamide CC12C(C(C(CC1)O2)C=2C=NN(C2)C(F)(F)F)C(=O)N